N2-[6-fluoro-7-[rel-(2S)-2-methyl-2,3,4,7-tetrahydro-1H-azepin-5-yl]-1,3-benzodioxol-5-yl]-N4,6-dimethyl-pyrimidine-2,4-diamine FC=1C(=CC2=C(OCO2)C1C=1CC[C@@H](NCC1)C)NC1=NC(=CC(=N1)NC)C |o1:13|